C[C@H]1[C@@H](C[C@H]([C@@H](O1)OCCCCCC(=O)SCCNC(=O)CCNC(=O)[C@@H](C(C)(C)COP(=O)([O-])OP(=O)([O-])OC[C@@H]2[C@H]([C@H]([C@@H](O2)N3C=NC4=C(N=CN=C43)N)O)OP(=O)([O-])[O-])O)O)O The molecule is an acyl-CoA(4-) obtained by deprotonation of the phosphate and diphosphate groups of oscr#12-CoA; major species at pH 7.3. It is a conjugate base of an oscr#12-CoA.